FC=1C(=CC=2C3=C(C(NC2C1)=O)C=NN3C)I 7-fluoro-8-iodo-1-methyl-5H-pyrazolo[4,3-c]quinolin-4-one